NC1=NC=CC(=C1)C1=CC=C2C(=CN(C2=C1)CCN(C)C)C(=O)C1COC2=CC=C(C=C2C1)Cl [6-(2-Amino-4-pyridyl)-1-[2-(dimethylamino)ethyl]indol-3-yl]-(6-chlorochroman-3-yl)methanone